N-TERT-BUTYL-2-(2-FORMYLPHENOXY)PROPANAMIDE C(C)(C)(C)NC(C(C)OC1=C(C=CC=C1)C=O)=O